3-[2,4-difluoro-6-[2-fluoro-3-[[(2S,3R,4S)-4-fluoro-3-(fluoromethylsulfonylamino)-2-piperidyl]methyl]phenyl]phenoxy]propanoic acid FC1=C(OCCC(=O)O)C(=CC(=C1)F)C1=C(C(=CC=C1)C[C@@H]1NCC[C@@H]([C@@H]1NS(=O)(=O)CF)F)F